3-(5-(1-((5-cyclopropyl-1H-pyrazol-3-yl)methyl)piperidin-4-yl)-1-oxoisoindolin-2-yl)piperidine-2,6-dione C1(CC1)C1=CC(=NN1)CN1CCC(CC1)C=1C=C2CN(C(C2=CC1)=O)C1C(NC(CC1)=O)=O